1-(2-hydroxypropyl)piperidine OC(CN1CCCCC1)C